C12N(CC(C1)C2)C2=NC1=C(C=C(C=C1C(N2C)=O)C)C(C)NC2=C(C(=O)O)C=CC=C2 2-((1-(2-(2-azabicyclo[2.1.1]hexan-2-yl)-3,6-dimethyl-4-oxo-3,4-dihydroquinazolin-8-yl)ethyl)amino)benzoic acid